(αs)-α,2,3-trifluoro-phenylpropionic acid F[C@@](C(=O)O)(C)C1=C(C(=CC=C1)F)F